C1=CC=C(C(=C1)C(=O)OC2=CC=CC=C2C(=O)O)O disalicylic acid